N1C=NC2=C1C=CC(=C2)N2C([C@@H]([C@@H]2C2=C(C=C(C=C2)C=2C=NN(C2)C(F)(F)F)Cl)C2CC2)=O (3R,4R)-1-(1H-benzo[d]imidazol-5-yl)-4-(2-chloro-4-(1-(trifluoromethyl)-1H-pyrazol-4-yl)phenyl)-3-cyclopropylazetidin-2-one